1-ethyl-6-fluoro-7-(4-((5-(thiophen-2-yl)-2-sulfanyl-1,3,4-oxadiazol-3(2H)-yl)methyl)piperazin-1-yl)-4-oxo-1,4-dihydroquinoline-3-carboxylic acid C(C)N1C=C(C(C2=CC(=C(C=C12)N1CCN(CC1)CN1C(OC(=N1)C=1SC=CC1)S)F)=O)C(=O)O